C(CCCCCCC)NC(N(C)C)=O octyl-1,1-dimethylurea